C12CN(CC2C1)C1=CC=C(C=N1)C1N(C[C@H](C1)O)C1=CC(=NC=N1)NC(=O)[C@@H]1[C@H](C1)C1=CC(=CC=C1)Cl (1S,2S)-N-(6-((4S)-2-(6-(3-azabicyclo[3.1.0]hex-3-yl)pyridin-3-yl)-4-hydroxypyrrolidin-1-yl)pyrimidin-4-yl)-2-(3-chlorophenyl)cyclopropane-1-carboxamide